N-(2-chloro-3-fluoro-5-iodopyridin-4-yl)acetamide ClC1=NC=C(C(=C1F)NC(C)=O)I